C1(=CC=CC=C1)C1=CC(=NN1)C1(NC(=NC2=CC=CC=C12)NC1=CC=C(C=C1)F)N 4-(5-phenyl-1H-pyrazol-3-yl)-N2-(4-fluorophenyl)quinazoline-2,4-diamine